8-((3-cyclopropyl-6-(4-cyclopropyl-6-methoxypyrimidin-5-yl)-1H-pyrazolo[3,4-d]pyrimidin-1-yl)methyl)-2-(trifluoromethyl)-5,6-dihydroimidazo[2,1-a]isoquinoline C1(CC1)C1=NN(C2=NC(=NC=C21)C=2C(=NC=NC2OC)C2CC2)CC=2C=C1CCN3C(C1=CC2)=NC(=C3)C(F)(F)F